2-oxa-4,7,10-triazatridecane-13-sulfonic acid COCNCCNCCNCCCS(=O)(=O)O